F[Si]F difluorosilicon